Benzyl (S)-2-((((S)-1-(tert-butoxy)-1-oxopropan-2-yl)(4-chloro-2-(4-(2-((dimethylamino)methyl)-1-methyl-1H-imidazol-5-yl)phenoxy)benzyl)carbamoyl)oxy)-3-phenylpropanoate C(C)(C)(C)OC([C@H](C)N(C(=O)O[C@H](C(=O)OCC1=CC=CC=C1)CC1=CC=CC=C1)CC1=C(C=C(C=C1)Cl)OC1=CC=C(C=C1)C1=CN=C(N1C)CN(C)C)=O